3-cyano-4-((4-(2,2,2-trifluoroacetyl)piperazin-1-yl)sulfonyl)benzenesulfonyl chloride C(#N)C=1C=C(C=CC1S(=O)(=O)N1CCN(CC1)C(C(F)(F)F)=O)S(=O)(=O)Cl